O=C1C2=CC=CC(=C2C(C=2C(=CC(=CC12)C(=O)O)OCCCC=C)=O)OCCCC=C 9,10-dioxo-4,5-bis(pent-4-en-1-yloxy)-9,10-dihydroanthracene-2-carboxylic acid